C(C)(C)(C)OC(=O)N1CCC(CC1)C=1C=C2C(=C(NC2=CC1)C1=CC(=C(C(=C1)C)N)O)C(C)C 4-(2-(4-amino-3-hydroxy-5-methylphenyl)-3-isopropyl-1H-indol-5-yl)piperidine-1-carboxylic acid tert-butyl ester